2,3-dihydro-4H-pyrido[2,3-e][1,3]oxazin-4-one O1CNC(C2=C1C=CC=N2)=O